FC1(CCN(CC1)C=1C=2N(N=C(C1)C=1C(=NC(=NC1)OC)OC)C=CN2)F 8-(4,4-difluoro-1-piperidyl)-6-(2,4-dimethoxypyrimidin-5-yl)imidazo[1,2-b]pyridazine